C(=C)[Si](OC(C#C)(C)C)(OC(C#C)(C)C)OC(C#C)(C)C vinyl-tris(1,1-dimethyl-2-propynyloxy)silane